COC1SCC2=C1C=CC=C2 1-methoxy-1,3-dihydrobenzo[c]thiophene